4-(3-((6-Chloroquinolin-4-yl)amino)-5-methoxyphenyl)piperazin-2-one ClC=1C=C2C(=CC=NC2=CC1)NC=1C=C(C=C(C1)OC)N1CC(NCC1)=O